4-(2-(3-Bromoisoxazol-5-yl)ethyl)-4-phenylcyclohexan-1-one BrC1=NOC(=C1)CCC1(CCC(CC1)=O)C1=CC=CC=C1